5-methylethylphenol CC=1C=CC(=C(C1)O)CC